C(C)N(C1=CC=C2C=C(C(OC2=C1)=O)C=1OC2=C(C1)C=C(C=C2)C(=O)O)CC 2-(7-(diethylamino)-2-oxo-2H-chromen-3-yl)benzofuran-5-carboxylic acid